Cl.N1=C(C=CC=C1)C=O pyridinealdehyde hydrochloride